C(=O)(CCCCCCCCC)OCC(C)OC(=O)CCCCCCCCC propylene glycol di-caprate